ClC12CC(C1)(C2)C(CCCC=C)=O 1-(3-chlorobicyclo[1.1.1]pentan-1-yl)hex-5-en-1-one